benzyl (8-((3-(1H-imidazole-1-carboxamido)propoxy)methyl)-1,15-di(1H-imidazol-1-yl)-1,15-dioxo-6,10-dioxa-2,14-diazapentadecan-8-yl)carbamate N1(C=NC=C1)C(=O)NCCCOCC(COCCCNC(=O)N1C=NC=C1)(COCCCNC(=O)N1C=NC=C1)NC(OCC1=CC=CC=C1)=O